rac-ethyl (3S,4S)-4-(2-chloro-3-fluorophenyl)pyrrolidine-3-carboxylate ClC1=C(C=CC=C1F)[C@@H]1[C@@H](CNC1)C(=O)OCC |r|